ClC=1C=C(C=CC1)C=1C=C2C(=NC1)N(C(N2CC=2C=NC=C(C2)F)=O)C 6-(3-chlorophenyl)-1-[(5-fluoro-3-pyridinyl)methyl]-3-methyl-imidazo[4,5-b]pyridin-2-one